ClC1=NC=CC(=C1F)C(C)=O 1-(2-chloro-3-fluoro-4-pyridyl)ethanone